CC=1C2=C(NC(C1)=O)CN(C2)C(=O)OC(C)(C)C tert-Butyl 4-methyl-2-oxo-1,2,5,7-tetrahydro-6H-pyrrolo[3,4-b]pyridine-6-carboxylate